FC1([C@H](C1)C(=O)NC1=NC=C2C=C(C(N(C2=C1)C)=O)C=1C=NC(=CC1C)[C@H](CC=C)O)F (R)-2,2-difluoro-N-(3-(6-((S)-1-hydroxybut-3-en-1-yl)-4-methylpyridin-3-yl)-1-methyl-2-oxo-1,2-dihydro-1,6-naphthyridin-7-yl)cyclopropane-1-carboxamide